(R)-3,3-dimethyl-1-oxo-1-((S)-6-(((S)-3-oxo-1-((S)-2-oxopyrrolidin-3-yl)-4-(trifluoromethoxy)butan-2-yl)carbamoyl)-5-azaspiro[2.4]heptan-5-yl)butan-2-yl ethylcarbamate C(C)NC(O[C@@H](C(N1CC2(CC2)C[C@H]1C(N[C@@H](C[C@H]1C(NCC1)=O)C(COC(F)(F)F)=O)=O)=O)C(C)(C)C)=O